D(-)-Erythrulose OCC(=O)[C@H](O)CO